ClC1=CC(=C(C(=N1)F)NC(CC(C)(C)C)=O)C1=CCC(CC1)(F)F N-[6-chloro-4-(4,4-difluorocyclohexen-1-yl)-2-fluoro-3-pyridyl]-3,3-dimethyl-butanamide